Di-tert-butyl (((S)-1-(tert-butoxy)-1-oxo-5-(4-(4-(trimethylstannyl)phenyl)butanamido)pentan-2-yl)carbamoyl)-L-glutamate C(C)(C)(C)OC([C@H](CCCNC(CCCC1=CC=C(C=C1)[Sn](C)(C)C)=O)NC(=O)N[C@@H](CCC(=O)OC(C)(C)C)C(=O)OC(C)(C)C)=O